ClC=1C2=C(N=C(N1)N)C=CN2CC2=C(C=C(C=C2)CCl)OC 4-chloro-5-{[4-(chloromethyl)-2-methoxyphenyl]methyl}-5H-pyrrolo[3,2-d]pyrimidin-2-amine